FC1=CC=C2C=C(C=C(C2=C1C#C[Si](C(C)C)(C(C)C)C(C)C)C1=CC=2N=C(N=CC2C(=N1)N(C)C)SC)OCOC 7-[7-fluoro-3-(methoxymethoxy)-8-[2-(triisopropylsilyl)ethynyl]naphthalen-1-yl]-N,N-dimethyl-2-(methylsulfanyl)pyrido[4,3-d]pyrimidin-5-amine